6-bis(3-(Triethoxysilyl)propyl)amino-1,3,5-triazine-2,4-Dithiol C(C)O[Si](CCCN(C1=NC(=NC(=N1)S)S)CCC[Si](OCC)(OCC)OCC)(OCC)OCC